diphenyl-[4-(triphenylsilyl)phenyl]iridium (III) C1(=CC=CC=C1)[Ir](C1=CC=C(C=C1)[Si](C1=CC=CC=C1)(C1=CC=CC=C1)C1=CC=CC=C1)C1=CC=CC=C1